O1C=CC2=C1C=CC(=C2)NC2=NC=CC(=N2)OC2=C(C=C(C=C2C)/C=C/C#N)C (E)-3-(4-((2-(benzofuran-5-ylamino)pyrimidin-4-yl)oxy)-3,5-dimethylphenyl)acrylonitrile